5-Chloro-2-((1-oxo-3,4-dihydro-2,7-naphthyridin-2(1H)-yl)methyl)benzofuran-7-carboxylic acid ClC=1C=C(C2=C(C=C(O2)CN2C(C3=CN=CC=C3CC2)=O)C1)C(=O)O